methyl 4-methyl-6-oxooxahexadecane-5-carboxylate CC(CCO)C(C(CCCCCCCCCC)=O)C(=O)OC